COC=1C=C(C=CC1OC)C1=C(NC2=CN=C(C=C21)C2CCN(CC2)C(CN(C)C)=O)C 1-(4-(3-(3,4-Dimethoxyphenyl)-2-methyl-1H-pyrrolo[2,3-c]pyridin-5-yl)piperidin-1-yl)-2-(dimethylamino)ethan-1-on